C(CCCCCCCCCCCCCCC=S)OCCCCCCCCCCCCCCCC=S monothiohexadecyl ether